C(C)(C)(C)C1CCC(CC1)C(=O)N1CCC(CC1)CN1C[C@@H](C([C@@H](C1)O)O)O ((1s,4S)-4-(tert-butyl)cyclohexyl)(4-(((3S,4R,5R)-3,4,5-trihydroxypiperidin-1-yl)methyl)piperidin-1-yl)methanone